OCCCC(C#N)(CCCCCCCCCCCC)C1=CC(=CC=C1)OC 2-(3-hydroxypropyl)-2-(3-methoxyphenyl)tetradecanenitrile